methyl N-[4-carbamoyl-1-[4-(cyanomethyl)-3-fluoro-1-[(4-oxazol-2-ylphenyl)methyl]-4-piperidyl]pyrazol-3-yl]carbamate C(N)(=O)C=1C(=NN(C1)C1(C(CN(CC1)CC1=CC=C(C=C1)C=1OC=CN1)F)CC#N)NC(OC)=O